2-(1-((2,4,6-tri-tert-butylphenyl)imino)ethyl)-5,7-dihydrospiro[cyclopentapyridin-6,1'-cyclopropane]-7-ol C(C)(C)(C)C1=C(C(=CC(=C1)C(C)(C)C)C(C)(C)C)N=C(C)C1=NC2=C(C=C1)CC1(CC1)C2O